CC1=NC=C(C=C1C(=O)O)OC[C@H](C)NS(=O)(=O)C(F)(F)F 2-methyl-5-[(2S)-2-(trifluoromethylsulfonylamino)propoxy]pyridine-3-carboxylic acid